C(C)(=O)O[C@H]1[C@H](CCCC1)C(C)(C)C cis-2-(1,1-dimethylethyl)cyclohexanol acetate